[Zr].[Ru] ruthenium-zirconium